1-(azetidin-3-yl)pyrrolidine dihydrochloride Cl.Cl.N1CC(C1)N1CCCC1